2-bromo-3-(4-fluorophenyl)pyrazine BrC1=NC=CN=C1C1=CC=C(C=C1)F